5-(3,5-dimethoxy-4-(2-methoxyvinyl)phenyl)-1,3,4-trimethylpyridin-2(1H)-one COC=1C=C(C=C(C1C=COC)OC)C=1C(=C(C(N(C1)C)=O)C)C